thionylphosphoramidate S(=O)=NP([O-])([O-])=O